3-bromo-5-(4-cyclopropyl-6-methoxypyrimidin-5-yl)-2-((2-(trimethylsilyl)ethoxy)methyl)-2H-pyrazolo[3,4-c]pyridine BrC=1N(N=C2C=NC(=CC21)C=2C(=NC=NC2OC)C2CC2)COCC[Si](C)(C)C